FC=1C=CC(=NC1C(F)(F)F)C(=O)N(C)OC 5-fluoro-N-methoxy-N-methyl-6-(trifluoromethyl)picolinamide